C(CCCCCC)OC1=CC=C(C=C1)C(C(=O)O)CC=O [4-(heptyloxy)phenyl]-4-oxobutanoic acid